6-(trifluoromethyl)-3,4-dihydroisoquinolin FC(C=1C=C2CCN=CC2=CC1)(F)F